CN1CC(C1)(C)[C@](O)(C1=CC=C(C=C1)C1(CC1)C(F)(F)F)C=1C=NC=C(C1)N1CCCC1 (R)-(1,3-Dimethyl-azetidin-3-yl)-(5-pyrrolidin-1-yl-pyridin-3-yl)-[4-(1-trifluoromethyl-cyclopropyl)-phenyl]-methanol